2-[3-fluoro-2-(4-fluorophenyl)pyridin-4-yl]Propan-2-ol FC=1C(=NC=CC1C(C)(C)O)C1=CC=C(C=C1)F